4-(3-(2,4-Difluoro-3-hydroxy-5-(trifluoromethyl)phenyl)-1-methyl-1H-pyrazolo[4,3-c]pyridin-6-yl)-1-oxa-9-thia-4-azaspiro[5.5]undecane-9,9-dioxide FC1=C(C=C(C(=C1O)F)C(F)(F)F)C1=NN(C2=C1C=NC(=C2)N2CCOC1(C2)CCS(CC1)(=O)=O)C